3-(4-(((4-((3-chloro-4-fluorophenyl)amino)-7-(((S)-tetrahydrofuran-3-yl)oxy)quinazolin-6-yl)amino)methyl)phenyl)piperidine-2,6-dione ClC=1C=C(C=CC1F)NC1=NC=NC2=CC(=C(C=C12)NCC1=CC=C(C=C1)C1C(NC(CC1)=O)=O)O[C@@H]1COCC1